P(=[Se])([O-])([O-])[O-].[Mn+2].P(=[Se])([O-])([O-])[O-].[Mn+2].[Mn+2] manganese selenophosphate